NC1=NC=CC=C1C1=NC=2C(=NC(=CC2)C2=CC=C(C=C2)Cl)N1C1=CC=C(CN2CCN(CC2)C(=O)OC(C)(C)C)C=C1 tert-Butyl 4-(4-(2-(2-aminopyridin-3-yl)-5-(4-chlorophenyl)-3H-imidazo[4,5-b]pyridin-3-yl)benzyl)piperazine-1-carboxylate